alpha-(dodecylbenzenesulfonyloxyimino)-3-thienylacetonitrile C(CCCCCCCCCCC)C1=C(C=CC=C1)S(=O)(=O)ON=C(C#N)C1=CSC=C1